4-(2-Amino-2-methylpropanoyl)-N-(1-(4-((exo-6-amino-3-azabicyclo[3.1.0]hexan-3-yl)methyl)phenyl)-2-oxo-1,2-dihydropyrimidin-4-yl)-2-phenylpiperazine-1-carboxamide Hydrochloride Salt Cl.NC(C(=O)N1CC(N(CC1)C(=O)NC1=NC(N(C=C1)C1=CC=C(C=C1)CN1CC2C(C2C1)N)=O)C1=CC=CC=C1)(C)C